CN1[C@@H](CCC1)C(=O)OC(CCOC(CCCCC(OCCCCCCCC)OCCCCCCCC)=O)CCCCCCCCCCCC (2S)-1-((6,6-bis(octyloxy)hexanoyl)oxy)pentadecan-3-yl 1-methylpyrrolidine-2-carboxylate